FC(C(=O)O)(F)F.C(C1=CC=C(C(=O)N)C=C1)(=O)N terephthalamide trifluoroacetate